diethylhexyl-eugenol benzoate C(C1=CC=CC=C1)(=O)OC=1C(=C(C(=C(C1CCCCCC)CC)CC=C)CC)OC